3-(4-hydroxy-1-oxo-3H-isoindol-2-yl)-1-{[2-(trimethylsilyl)ethoxy]methyl}piperidine-2,6-dione OC1=C2CN(C(C2=CC=C1)=O)C1C(N(C(CC1)=O)COCC[Si](C)(C)C)=O